(1S,5S)-3-oxabicyclo[3.1.0]hexane-1-carboxylic acid ethyl ester C(C)OC(=O)[C@@]12COC[C@H]2C1